The molecule is a phosphatidylcholine 40:3 in which the acyl groups specified at positions 1 and 2 are eicosanoyl and (11Z,14Z,17Z)-eicosatrienoyl respectively. It derives from an all-cis-icosa-11,14,17-trienoic acid and an icosanoic acid. CCCCCCCCCCCCCCCCCCCC(=O)OC[C@H](COP(=O)([O-])OCC[N+](C)(C)C)OC(=O)CCCCCCCCC/C=C\\C/C=C\\C/C=C\\CC